Dimethyl 1-(2-(1-(4-methoxybenzyl)-1H-pyrazol-4-yl)-2-oxoethyl)-1H-pyrazole-3,5-dicarboxylate COC1=CC=C(CN2N=CC(=C2)C(CN2N=C(C=C2C(=O)OC)C(=O)OC)=O)C=C1